BrC=1C=CC(=NC1C)C=1N=NN(C1NC(O[C@H](C)C1=CC(=CC=C1)F)=O)C (R)-1-(3-fluorophenyl)ethyl (4-(5-bromo-6-methylpyridin-2-yl)-1-methyl-1H-1,2,3-triazol-5-yl)carbamate